ClC1=C(C=CC(=C1)F)C1=CC(=C(C=C1)C(=O)NC=1C=NC(=C(C1)Cl)N1N=CC=N1)C(F)(F)F 2'-chloro-N-(5-chloro-6-(2H-1,2,3-triazol-2-yl)pyridin-3-yl)-4'-fluoro-3-(trifluoromethyl)-[1,1'-biphenyl]-4-carboxamide